C[C@@H]1N(CCN[C@@H]1C)C(=O)OC=1C=C2C(=NC=NC2=CC1OC)C=1C(=NN(C1)C)C1=CC=CC=C1 7-methoxy-4-(1-methyl-3-phenyl-1H-pyrazol-4-yl)quinazolin-6-yl (2S,3R)-2,3-dimethylpiperazine-1-carboxylate